[N+](=O)([O-])C([C@H](N)C(=O)O)C1=CC=CC=C1 β-nitrophenylalanine